Pyridoxic acid CC1=NC=C(C(=C1O)C(=O)O)CO